4-(1-(2-bromo-5-methoxy-4-nitrophenyl)-3-fluoropiperidin-4-yl)morpholine BrC1=C(C=C(C(=C1)[N+](=O)[O-])OC)N1CC(C(CC1)N1CCOCC1)F